FC=1C=C(C=CC1C(F)(F)F)C1CN(C1)C(=O)N1C[C@@H]2[C@@H](OCC(N2)=O)CC1 (4aR,8aS)-6-[3-[3-Fluoro-4-(trifluoromethyl)phenyl]azetidine-1-carbonyl]-4,4a,5,7,8,8a-hexahydropyrido[4,3-b][1,4]oxazin-3-one